(5-(6-(4-(2-fluoroethyl)piperazin-1-yl)-1H-imidazo[4,5-c]pyridin-2-yl)-1H-pyrrol-3-yl)(2-(trifluoromethyl)phenyl)methanone hydrochloride Cl.FCCN1CCN(CC1)C1=CC2=C(C=N1)N=C(N2)C2=CC(=CN2)C(=O)C2=C(C=CC=C2)C(F)(F)F